7-((4-chlorobenzyl)oxy)-1,2,3,4-tetrahydroisoquinoline ClC1=CC=C(COC2=CC=C3CCNCC3=C2)C=C1